NC(C(O)C1=CC(=NC(=C1)Cl)Br)C(C)C 2-amino-1-(2-bromo-6-chloropyridin-4-yl)-3-methylbutan-1-ol